[S].[Na].C1=CC=CC=C1 benzene sodium sulphur